N-[rac-(1R,3S)-3-butoxycyclopentyl]-1,5,7-trimethyl-4-oxo-4,5-dihydro-1H-pyrrolo[3,2-c]pyridine-3-carboxamide C(CCC)O[C@@H]1C[C@@H](CC1)NC(=O)C1=CN(C2=C1C(N(C=C2C)C)=O)C |r|